FC1=C(C(=C(C(=C1[B-](C1=C(C(=C(C(=C1F)F)F)F)F)(C1=C(C(=C(C(=C1F)F)F)F)F)C1=C(C(=C(C(=C1F)F)F)F)F)F)F)F)F.CC1=C(C(=CC=C1)C)[PH+](C1=C(C=CC=C1C)C)C1=C(C=CC=C1C)C tris(2,6-dimethylphenyl)phosphonium tetrakis(pentafluorophenyl)borate